(1S,4aS,8aS)-5,5,8a-trimethyl-1-(((trimethylsilyl)oxy)methyl)octahydronaphthalen-2(1H)-one CC1([C@@H]2CCC([C@@H]([C@]2(CCC1)C)CO[Si](C)(C)C)=O)C